4-(((R)-3-(2-((4-(acetyl-L-alanyl)piperazin-1-yl)methyl)acrylamido)piperidin-1-yl)methyl)-N-(4-(4-morpholino-7H-pyrrolo[2,3-d]pyrimidin-6-yl)phenyl)picolinamide trifluoroacetate FC(C(=O)O)(F)F.C(C)(=O)N[C@@H](C)C(=O)N1CCN(CC1)CC(C(=O)N[C@H]1CN(CCC1)CC1=CC(=NC=C1)C(=O)NC1=CC=C(C=C1)C1=CC2=C(N=CN=C2N2CCOCC2)N1)=C